5-Chloro-7-ethoxyquinazoline ClC1=C2C=NC=NC2=CC(=C1)OCC